2-(ethyl-(methyl)amino)-1-(4-methoxy-1H-pyrrolo[3,2-c]pyridin-3-yl)ethan-1-one C(C)N(CC(=O)C1=CNC2=C1C(=NC=C2)OC)C